N-(2-amino-1-(3-chlorophenyl)ethyl)-1-(2-((2-chloro-4-fluorophenyl)amino)-5-methylpyrimidin-4-yl)-1H-pyrrole-3-carboxamide NCC(C1=CC(=CC=C1)Cl)NC(=O)C1=CN(C=C1)C1=NC(=NC=C1C)NC1=C(C=C(C=C1)F)Cl